((1R,5S,6r)-3,3-difluorobicyclo[3.1.0]hexane-6-yl)methanamine FC1(C[C@H]2C([C@H]2C1)CN)F